C(C)(C)(C)OOC(CCCCCC(C)(C)C)=O tert.-Butylperoxyneodecanoat